1-azabicyclo[2.2.2]octanium bromide [Br-].[NH+]12CCC(CC1)CC2